(S)-2-(5-((1-(dibenzo[b,d]furan-2-yl)ethyl)amino)-6-oxo-2-(pyridine-2-yl)pyrimidin-1(6H)-yl)acetic acid C1=C(C=CC=2OC3=C(C21)C=CC=C3)[C@H](C)NC3=CN=C(N(C3=O)CC(=O)O)C3=NC=CC=C3